FC(COC(C(N1[C@H](CC[C@@H](C1)C)C1=CC(=NC=C1)OC1CC1)=O)=O)(F)F.O=C(C(=O)N)N1[C@H](CC[C@@H](C1)C)C1=CC(=NC=C1)OC1CC1 |r| 2-Oxo-2-[rac-(2R,5S)-2-[2-(cyclopropoxy)-4-pyridyl]-5-methyl-1-piperidyl]acetamide 2,2,2-Trifluoroethyl-2-oxo-2-[rac-(2R,5S)-2-[2-(cyclopropoxy)-4-pyridyl]-5-methyl-1-piperidyl]acetate